BrC(C(=O)O)CCCCCC Bromo-caprylic acid